NC1=NC(=C2NC=NC2=N1)NC1=C(C=CC=C1)F 2-amino-6-(2-fluoroanilino)purine